C(C1=CC=CC=C1)OC(=O)N1C(C(N(CC1)C1=CC(=C(C=C1)F)OC)=O)(C)C.FC1=C(C=C(C=C1)N1C(C(N(CC1)C(=O)NCCCCC1=CC=CC=C1)(C)C)=O)OC 4-(4-Fluoro-3-methoxy-phenyl)-2,2-dimethyl-3-oxo-N-(4-phenylbutyl)piperazine-1-carboxamide Benzyl-4-(4-fluoro-3-methoxyphenyl)-2,2-dimethyl-3-oxopiperazine-1-carboxylate